C(CCCCC)C1=CC[C@@H](OC1=O)CCCCCCCCCCC (2S)-5-hexyl-2-undecyl-2,3-dihydropyran-6-one